(3Z)-3-[(2-chlorophenyl)methylidene]-6-fluoro-4-nitro-2-benzofuran-1-one ClC1=C(C=CC=C1)\C=C\1/OC(C2=C1C(=CC(=C2)F)[N+](=O)[O-])=O